OC(C(=O)C1=CC=CC=C1)O 6-dihydroxyacetyl-benzene